OXOBUTAN O=CCCC